CC1=C(C=2C(=CN=C(C2)OCC2=C(N=CS2)C)O1)C(=O)OCC ethyl 2-methyl-5-[(4-methylthiazol-5-yl)methoxy]furo[2,3-c]pyridine-3-carboxylate